benzyl N-[3-chloro-4-[(E)-hydroxyiminomethyl]cyclohex-3-en-1-yl]carbamate ClC=1CC(CCC1/C=N/O)NC(OCC1=CC=CC=C1)=O